S1(CCCC2=CC=C(C=C12)C(=O)N)=O thiochromane-7-carboxamide 1-oxide